N-(1-(4-Aminophenyl)-2-(tert-butylamino)-2-oxoethyl)-N-(4-(hydroxymethyl)-phenyl)propiolamide NC1=CC=C(C=C1)C(C(=O)NC(C)(C)C)N(C(C#C)=O)C1=CC=C(C=C1)CO